ClC1=C(C(=CC=C1Cl)O)NC(C1=CC=CC=C1)=O N-(2,3-dichloro-6-hydroxyphenyl)benzamide